2-((1R,4r)-4-((R)-3-Hydroxy-N-methylpyrrolidine-1-carboxamido)cyclohexyl)-N-(imidazo[1,2-b]pyridazin-3-yl)-6-methoxy-2H-indazole-5-carboxamide O[C@H]1CN(CC1)C(=O)N(C)C1CCC(CC1)N1N=C2C=C(C(=CC2=C1)C(=O)NC1=CN=C2N1N=CC=C2)OC